2-(piperazin-1-yl)pyrimidine-5-carboxylic acid methyl ester COC(=O)C=1C=NC(=NC1)N1CCNCC1